C(#N)C=1C=CC(=NC1)N1C(=NC=2C1=NC=CC2)[C@H](C)NC(OC(C)(C)C)=O tert-Butyl N-[(1S)-1-[3-(5-cyano-2-pyridyl)imidazo[4,5-b]pyridin-2-yl]ethyl]carbamate